BrC=1C(=CC(=NC1)[C@H](CC)O)C (1S)-1-(5-bromo-4-methylpyridin-2-yl)propan-1-ol